BrC=1C(=NNC1)NC=1SC(=CN1)C(=O)NC1=C(C(=CC=C1C)O)C 2-((4-Bromo-1H-pyrazol-3-yl)amino)-N-(3-hydroxy-2,6-dimethylphenyl)thiazole-5-carboxamide